C1(=CC=CC=C1)C(N1[C@@H]([C@H](C1)S(=O)(=O)CC)C)C1=CC=CC=C1 (2R,3S)-1-diphenylmethyl-3-(ethylsulfonyl)-2-methylazetidine